6-allyl-N-[4-(4-methylpiperazin-1-yl)phenyl]-6H-pyrimido[5,4-c][2,1]benzothiazin-2-amine 5,5-dioxide C(C=C)N1S(C2=C(C3=C1C=CC=C3)N=C(N=C2)NC2=CC=C(C=C2)N2CCN(CC2)C)(=O)=O